8-methyl-2-[4-(4-methylpiperazin-1-yl)anilino]-6-(2-phenyl-4-prop-2-enoyl-piperazin-1-yl)pyrido[2,3-d]pyrimidin-7-one CN1C(C(=CC2=C1N=C(N=C2)NC2=CC=C(C=C2)N2CCN(CC2)C)N2C(CN(CC2)C(C=C)=O)C2=CC=CC=C2)=O